binaphthyl-tetraaldehyde C1(=C(C(=C(C=2C(=CC=CC12)C=O)C=O)C=O)C=O)C1=CC=CC2=CC=CC=C12